ClC=1C(=C(C=CC1)C1=C(N=C(C=2N1C=NC2)N2CCC1([C@@H]([C@@H](OC1)C)N)CC2)C)F (3S,4S)-8-(5-(3-chloro-2-fluorophenyl)-6-methylimidazo[1,5-a]pyrazin-8-yl)-3-methyl-2-oxa-8-azaspiro[4.5]decan-4-amine